FC(C=1C=C(C=C(C1)C(F)(F)F)NC(C(=O)C1=CC=C(OC=2C(=NC=CC2)C(=O)NC)C=C1)=O)(F)F (4-(2-((3,5-bis(trifluoromethyl)phenyl)amino)-2-oxoacetyl)phenoxy)-N-methylpyridine-carboxamide